ClC1=CC=C(COC2(COC2)C2=CC(=C(C=C2C)N=CN(C)CC)C)C=C1 N'-(4-(3-((4-chlorobenzyl)oxy)oxetan-3-yl)-2,5-dimethylphenyl)-N-ethyl-N-methylformimidamide